Trans-4-hydroxy-L-prolinol hydrochloride Cl.O[C@@H]1C[C@H](NC1)CO